(2-hydroxyethyl)-methyl-amid OCC[N-]C